(R)-N-(5-(5-((1-methoxypropan-2-yl)oxy)benzo[d]oxazol-2-yl)-8-(methylamino)-2,7-naphthyridin-3-yl)cyclopropanecarboxamide COC[C@@H](C)OC=1C=CC2=C(N=C(O2)C2=C3C=C(N=CC3=C(N=C2)NC)NC(=O)C2CC2)C1